1-(6-(4-(5-chloro-6-methyl-1H-indazol-4-yl)-3-((2S)-2-ethyl-2-methyl-4-(tetrahydro-2H-pyran-3-yl)piperazin-1-yl)-5-methyl-1H-pyrazol-1-yl)-2-azaspiro[3.3]heptan-2-yl)prop-2-en-1-one ClC=1C(=C2C=NNC2=CC1C)C=1C(=NN(C1C)C1CC2(CN(C2)C(C=C)=O)C1)N1[C@@](CN(CC1)C1COCCC1)(C)CC